BrC1=CC2=C(N=C(N=C2)NC2=C(C=NC=C2)C)N2C1=NCC2 6-bromo-N-(3-methylpyridin-4-yl)-8,9-dihydroimidazo[1',2':1,6]pyrido[2,3-d]pyrimidin-2-amine